5H-spiro[furan-2,2'-naphtho[1,2-b]furan]-5-one O1C2=C(CC13OC(C=C3)=O)C=CC3=CC=CC=C32